1-(5-bromo-3-chloropyridin-2-yl)-2,2-difluoroethan BrC=1C=C(C(=NC1)CC(F)F)Cl